4-methylphenyl perfluorobutyl-sulfonate (2S,3S)-Methyl-2-(4-((4-aminophenyl)buta-1,3-diyn-1-yl)benzamido)-4,4-difluoro-3-hydroxy-3-methylbutanoate COC([C@H]([C@](C(F)F)(C)O)NC(C1=CC=C(C=C1)C#CC#CC1=CC=C(C=C1)N)=O)=O.FC(C(C(C(F)(F)F)(F)F)(F)F)(S(=O)(=O)OC1=CC=C(C=C1)C)F